CN(C/C=C/C(=O)NC1CCC(CC1)OC1=C2C=NNC2=CC(=C1)C1=CC=C(C=C1)O)C (E)-4-(dimethylamino)-N-[4-[[6-(4-hydroxyphenyl)-1H-indazol-4-yl]oxy]cyclohexyl]but-2-enamide